2-(2-((8-(((1,1,1,3,3,3-Hexafluoropropan-2-yl)oxy)carbonyl)-1,8-diazaspiro[4.5]decan-1-yl)methyl)-5-(trifluoromethyl)phenoxy)acetic acid FC(C(C(F)(F)F)OC(=O)N1CCC2(CCCN2CC2=C(OCC(=O)O)C=C(C=C2)C(F)(F)F)CC1)(F)F